1-(4-(3-cyclohexyl-1,2,4-oxadiazol-5-yl)piperidin-1-yl)-2-(5-methylpyrimidin-4-yl)ethan-1-one C1(CCCCC1)C1=NOC(=N1)C1CCN(CC1)C(CC1=NC=NC=C1C)=O